O1COC2=C1C=CC(=C2)N(C(C2=CC(=CC=C2)N2N=C(C=C2C=2SC(=CC2)Cl)C(F)(F)F)=O)C N-(1,3-benzodioxol-5-yl)-3-[5-(5-chloro-2-thienyl)-3-(trifluoromethyl)pyrazol-1-yl]-N-methyl-benzamide